(R)-N-((1R,2R)-1-(2,3-dihydrobenzo[b][1,4]dioxin-6-yl)-1-hydroxy-3-(pyrrolidin-1-yl)propan-2-yl)-1-(quinolin-7-yl)pyrrolidine-3-carboxamide O1C2=C(OCC1)C=C(C=C2)[C@H]([C@@H](CN2CCCC2)NC(=O)[C@H]2CN(CC2)C2=CC=C1C=CC=NC1=C2)O